NC12CCC(CC1)(CC2)C2=CC=C(C=C2)NC(=O)N2CC1=CC(=C(C(=C1C2)F)F)F N-(4-(4-aminobicyclo[2.2.2]octan-1-yl)phenyl)-4,5,6-trifluoroisoindoline-2-carboxamide